N[C@H]1CS(C2=C(N(C1=O)CC1=CC=C(C=C1)Cl)C=C(C(=C2)F)C=2OC(=NN2)C2CN(CC(C2)(F)F)CCO)(=O)=O (3R)-3-amino-5-[(4-chlorophenyl)methyl]-7-[5-[5,5-difluoro-1-(2-hydroxyethyl)-3-piperidyl]-1,3,4-oxadiazol-2-yl]-8-fluoro-1,1-dioxo-2,3-dihydro-1lambda6,5-benzothiazepin-4-one